2,3-dichloro-6,7-dinitroquinoxaline ClC1=NC2=CC(=C(C=C2N=C1Cl)[N+](=O)[O-])[N+](=O)[O-]